(methoxymethoxy)-5-methyl-3-(trifluoromethyl)benzene COCOC1=CC(=CC(=C1)C)C(F)(F)F